ClC=1C=C(C=CC1)C1=CC=CC2=C1OC1=C2C=CC=C1C1=CC=CC=C1 4-(3-chlorophenyl)-6-phenyldibenzofuran